(2-(6-bromo-1-((2-(trimethylsilyl)ethoxy)methyl)-1H-indazol-3-yl)-1-((2-(Trimethylsilyl)ethoxy)methyl)pyrrolo[3,4-d]imidazol-5(1H,4H,6H)-yl)(cyclopropyl)methanone BrC1=CC=C2C(=NN(C2=C1)COCC[Si](C)(C)C)C1=NC2=C(N1COCC[Si](C)(C)C)CN(C2)C(=O)C2CC2